3,5-dithienyl-1,2,4-thiadiazole S1C(=CC=C1)C1=NSC(=N1)C=1SC=CC1